(butylamino)-3-sulfamoyl-benzoic acid C(CCC)NC1=C(C(=O)O)C=CC=C1S(N)(=O)=O